C(C)(C)(C)OC(=O)N1[C@H]([C@H](CC1)NS(=O)(=O)C)CC=1N=C(SC1)C1=CC(=CC(=C1)F)F (2S,3S)-2-((2-(3,5-difluorophenyl)-1,3-thiazol-4-yl)methyl)-3-((methylsulfonyl)amino)pyrrolidine-1-carboxylic acid tert-butyl ester